C(CCC\C=C/C\C=C/C\C=C/C\C=C/C\C=C/CC)SCC S-(5Z,8Z,11Z,14Z,17Z)-eicosa-5,8,11,14,17-pentaenylethanethiol